CN1C(=NN=C1)[C@@H](C=1C=C(C=CC1)N1C(C2=CC(=CC(=C2C1)C(F)(F)F)CNC1(CCC1)C)=O)C1CCOCC1 (R)-2-(3-((4-methyl-4H-1,2,4-triazol-3-yl)(tetrahydro-2H-pyran-4-yl)methyl)phenyl)-6-(((1-methylcyclobutyl)amino)methyl)-4-(trifluoromethyl)isoindolin-1-one